CN(C1CN(CC1)C=1C2=CN(N=C2C(=CC1)C(=O)NC=1C=C(C=2N(C1)C=C(N2)C)F)C)C 4-[3-(dimethylamino)pyrrolidin-1-yl]-N-{8-fluoro-2-methylimidazo[1,2-a]pyridin-6-yl}-2-methylindazole-7-carboxamide